C(CCCCCCCCCCCCCCC(C)C)(=O)O.N1[C@@H](CCC1=O)C(=O)OCC(O)CO glyceryl pyroglutamate isostearate